P(=O)(O)(O)O.C1(=CC=CC2=CC=CC=C12)S(=O)(=O)N Naphthalenesulfonamide phosphate